2,2'-(1,4-phenylene)bis(1H-benzimidazol-4,6-disulfonic acid) C1(=CC=C(C=C1)C1=NC2=C(N1)C=C(C=C2S(=O)(=O)O)S(=O)(=O)O)C2=NC1=C(N2)C=C(C=C1S(=O)(=O)O)S(=O)(=O)O